1-(4-fluorophenyl)cycloheptanecarbonitrile FC1=CC=C(C=C1)C1(CCCCCC1)C#N